C1(=C(C=CC=C1)N(C1=CC=2C(C3=CC=CC=C3C2C=C1)(C1=CC=C(C=C1)C(C)(C)C)C1=CC=C(C=C1)C(C)(C)C)C1=CC=C(C=C1)C1=CC(=CC(=C1)C(C)(C)C)C(C)(C)C)C1=CC=CC=C1 N-(1,1'-biphenyl-2-yl)-N-[(3',5'-di-tert-butyl)-1,1'-biphenyl-4-yl]-9,9-bis(4-tert-butylphenyl)-9H-fluoren-2-amine